C(#N)[C@H]1N([C@H]2C[C@H]2C1)C([C@H](C12CC3(C[C@@H](CC(C1)C3)C2)OCCO)NC(OC(C)(C)C)=O)=O tert-butyl ((1S)-2-((1S,3S,5S)-3-cyano-2-azabicyclo[3.1.0]hexan-2-yl)-1-((1S,3R,5S)-3-(2-hydroxy ethoxy)adamantan-1-yl)-2-oxoethyl)carbamate